1,1'-dioctyl-4,4'-bipyridine C(CCCCCCC)N1C=CC(C=C1)=C1C=CN(C=C1)CCCCCCCC